(3R)-3-amino-8-(2,5-difluorophenoxy)-1,7-dimethyl-1,2,3,4-tetrahydroquinolin-2-one N[C@H]1C(N(C2=C(C(=CC=C2C1)C)OC1=C(C=CC(=C1)F)F)C)=O